rac-3,3,3-trifluoro-N-[2-fluoro-4-(2-methylsulfonyl-7-oxo-8-sec-butyl-pyrido[2,3-d]pyrimidin-6-yl)phenyl]propane-1-sulfonamide FC(CCS(=O)(=O)NC1=C(C=C(C=C1)C1=CC2=C(N=C(N=C2)S(=O)(=O)C)N(C1=O)[C@H](C)CC)F)(F)F |r|